2-(2-(cyclopropanesulfonamido)pyrimidin-4-yl)-N-(2-fluoro-4-(6-(trifluoromethyl)pyrazin-2-yl)phenyl)butanamide C1(CC1)S(=O)(=O)NC1=NC=CC(=N1)C(C(=O)NC1=C(C=C(C=C1)C1=NC(=CN=C1)C(F)(F)F)F)CC